ethyl 6-(bromomethyl)-4-(2-chloro-3-fluorophenyl)-2-(thiazol-2-yl)-1,4-dihydropyrimidine-5-carboxylate BrCC1=C(C(N=C(N1)C=1SC=CN1)C1=C(C(=CC=C1)F)Cl)C(=O)OCC